ethyl-ethylenglycol tert-butyl-7-(4-amino-5-bromo-2-methoxy-phenyl)-4,7-diazaspiro[2.5]octane-4-carboxylate C(C)(C)(C)C1CC12N(CCN(C2)C2=C(C=C(C(=C2)Br)N)OC)C(=O)O.C(C)C(CO)O